FC(OC1=C(C=C(C(=C1)N(C)CCN(C)C)N)NC1=NC=CC(=N1)N1CC2(C3=NC=CC=C31)CCC2)F 5-(difluoromethoxy)-N1-(2-(dimethylamino)ethyl)-N1-methyl-N4-(4-(spiro[cyclobutane-1,3'-pyrrolo[3,2-b]pyridin]-1'(2'H)-yl)pyrimidin-2-yl)benzene-1,2,4-triamine